butan-one CC(CC)=O